FC1=CC=C(C=C1)CN(C(=O)NC1=CC=C(C=C1)OCC(C)C)C[C@@H]1CN(CC1)C (S)-1-(4-fluorophenylmethyl)-1-((1-methylpyrrolidin-3-yl)methyl)-3-(4-isobutoxyphenyl)urea